C[Si](C)(C)CNC1=CC=CC=C1 N-((trimethylsilyl)methyl)aniline